The molecule is trianion of 5-methyl-5,6,7,8-tetrahydromethanopterin arising from deprotonation of carboxy and phosphate OH groups; major species at pH 7.3. It is an organophosphate oxoanion and a dicarboxylic acid dianion. It is a conjugate base of a 5-methyl-5,6,7,8-tetrahydromethanopterin. C[C@H]1[C@@H](N(C2=C(N1)N=C(NC2=O)N)C)[C@@H](C)NC3=CC=C(C=C3)C[C@@H]([C@@H]([C@@H](CO[C@@H]4[C@@H]([C@@H]([C@H](O4)COP(=O)([O-])O[C@@H](CCC(=O)[O-])C(=O)[O-])O)O)O)O)O